C1(CCCC1)OC(NC1=CC=C2C=NN(C2=C1)CC1=C(C=C(C=C1)C(=O)NS(=O)(=O)C1=CC=CC=C1)OC)=O (1-((2-Methoxy-4-(((phenylsulfonyl)amino)carbonyl)phenyl)methyl)-1H-indazol-6-yl)carbamic acid cyclopentyl ester